N1C=C(C2=CC=CC=C12)CC(=O)N 2-(3-indolyl)-acetamide